2-[5-[(4-Chlorophenyl)methoxymethyl]-2-(3-chloro-2-pyridinyl)pyrazol-3-yl]-8-methyl-4-oxo-3,1-benzoxazine-6-carbonitrile ClC1=CC=C(C=C1)COCC=1C=C(N(N1)C1=NC=CC=C1Cl)C1=NC2=C(C(O1)=O)C=C(C=C2C)C#N